C1=CC=CC=2C3=CC=CC=C3N(C12)C1(CC(=CC=C1)C1=CC=CC=C1)N1C2=CC=CC=C2C=2C=CC=CC12 3,3-Di(9H-carbazol-9-yl)biphenyl